FC1=C(C(=CC=C1)C(F)(F)F)NC(=O)N 1-(2-fluoro-6-trifluoromethyl-phenyl)urea